(S)-N'-((2-isopropyl-6-(2-methoxypyridin-4-yl)phenyl)carbamoyl)-6,7-dihydro-5H-pyrazolo[5,1-b][1,3]oxazine-3-sulfonimidamide C(C)(C)C1=C(C(=CC=C1)C1=CC(=NC=C1)OC)NC(=O)N=[S@@](=O)(N)C=1C=NN2C1OCCC2